O[C@@H]1[C@H](O[C@H]([C@@H]1O)N1C2=NC=NC(=C2N=C1)NC)COCP(O)(O)=O [(2R,3S,4R,5R)-3,4-dihydroxy-5-[6-(methylamino)purin-9-yl]tetrahydrofuran-2-yl]methoxymethyl-phosphonic acid